3-((4-chloro-2-oxo-1,2-dihydropyridin-3-yl)methyl)-2-((6-methoxypyridin-3-yl)methyl)isoindolin-1-one ClC1=C(C(NC=C1)=O)CC1N(C(C2=CC=CC=C12)=O)CC=1C=NC(=CC1)OC